(S)-5-bromo-2-(1-cyclopropylethyl)-7-fluoroisoindoline-1-one BrC=1C=C2CN(C(C2=C(C1)F)=O)[C@@H](C)C1CC1